COC(=O)C=1SC=C(C1NC(C[N+]1(CCCCCC1)CC(=O)NC1=C(SC=C1C)C(=O)N1CCOCC1)=O)C 1-(2-((2-(methoxycarbonyl)-4-methylthiophen-3-yl)amino)-2-oxoethyl)-1-(2-((4-methyl-2-(morpholine-4-carbonyl)thiophen-3-yl)amino)-2-oxoethyl)azepan-1-ium